4-[2-(2,4-difluorophenoxy)-5-(methylsulfonyl)phenyl]-N-ethyl-6-methyl-7-oxo-6,7-dihydro-1H-pyrrolo[2,3-c]pyridine-2-carboxamide FC1=C(OC2=C(C=C(C=C2)S(=O)(=O)C)C=2C3=C(C(N(C2)C)=O)NC(=C3)C(=O)NCC)C=CC(=C1)F